S1C(=NC2=C1C=CC=C2)NC2=C(C=C(N=N2)N(C=2S(C(=CN2)C2CCNCC2)C(=O)OCC)C)C ethyl 2-({6-[(1,3-benzothiazol-2-yl)amino]-5-methylpyridazin-3-yl}(methyl)amino)-5-(piperidin-4-yl)-1,3-thiazole-1-carboxylate